OC=1C(=CC(=C(C1)NC(=O)C1=CNC2=CC=CC=C2C1=O)C(C)(C)C)C(C)(C)C N-(5-hydroxy-2,4-ditert-butyl-phenyl)-4-oxo-1H-quinoline-3-carboxamide